8-[(2S,5R)-5-Ethyl-4-{1-[2-fluoro-4-(trifluoromethoxy)phenyl]ethyl}-2-methylpiperazin-1-yl]-5-methyl-6-oxo-5,6-dihydro-1,5-naphthyridin-2-carbonitril C(C)[C@H]1N(C[C@@H](N(C1)C1=CC(N(C=2C=CC(=NC12)C#N)C)=O)C)C(C)C1=C(C=C(C=C1)OC(F)(F)F)F